FC1(C(NCC1)C1=CC=CC=C1)F 3,3-Difluoro-2-phenylpyrrolidine